CN(C)CC=1N(C(=CN1)C1=CC=C(OC2=C(C=O)C=CC(=C2)OC(F)(F)F)C=C1)C 2-(4-(2-((dimethylamino)methyl)-1-methyl-1H-imidazol-5-yl)phenoxy)-4-(trifluoromethoxy)benzaldehyde